N[S@](=NC(CC1=C(C(=CC=C1C(C)C)F)C(C)C)=O)(=O)C1=CN=C(S1)C(C)(C)O |o1:1| (R) or (S)-N-(amino(2-(2-hydroxypropan-2-yl)thiazol-5-yl)(oxo)-λ6-sulfaneylidene)-2-(3-fluoro-2,6-diisopropylphenyl)acetamide